5-(5-(hydroxymethyl)-3a,5,6,6a-tetrahydro-4H-cyclopenta[d]isoxazol-3-yl)-2-methoxybenzoic acid OCC1CC2C(C(=NO2)C=2C=CC(=C(C(=O)O)C2)OC)C1